C(C)N(CC)C1C(=O)OCCC1 (diethylamino)-δ-valerolactone